N-[3-cyano-1-(4-fluorobenzyl)-1H-indol-5-yl]-6-oxo-1,6-dihydropyrimidine-4-carboxamide C(#N)C1=CN(C2=CC=C(C=C12)NC(=O)C=1N=CNC(C1)=O)CC1=CC=C(C=C1)F